ethyl 2-(4-((tert-butoxycarbonyl)amino)-3-fluorophenyl)butanoate C(C)(C)(C)OC(=O)NC1=C(C=C(C=C1)C(C(=O)OCC)CC)F